methyl (Z)-2-(5-bromo-2-methylphenoxy)-3-methoxypropenoate BrC=1C=CC(=C(O\C(\C(=O)OC)=C/OC)C1)C